N4-(3-chloro-4-(pyridin-2-ylmethoxy)phenyl)-7-(((1R,5S,6s)-3-methyl-3-azabicyclo[3.1.0]hexan-6-yl)ethynyl)quinazoline-4,6-diamine ClC=1C=C(C=CC1OCC1=NC=CC=C1)NC1=NC=NC2=CC(=C(C=C12)N)C#CC1[C@@H]2CN(C[C@H]12)C